3-(dimethylsulfamoyl)-N-[2-oxo-2-[[4-[2-(1H-pyrazol-4-yl)phenyl]thiazol-2-yl]amino]ethyl]benzamide CN(S(=O)(=O)C=1C=C(C(=O)NCC(NC=2SC=C(N2)C2=C(C=CC=C2)C=2C=NNC2)=O)C=CC1)C